3-({[(3R)-1-(tert-butoxycarbonyl)piperidin-3-yl]carbonyl}amino)-5-(2-chloro-5-cyanophenyl)-1H-indazole-1-carboxylic acid propan-2-yl ester CC(C)OC(=O)N1N=C(C2=CC(=CC=C12)C1=C(C=CC(=C1)C#N)Cl)NC(=O)[C@H]1CN(CCC1)C(=O)OC(C)(C)C